2-chloro-5-[6-(1-ethyl-2,2-difluoro-propoxy)-3-pyridinyl]pyrazine ClC1=NC=C(N=C1)C=1C=NC(=CC1)OC(C(C)(F)F)CC